N-(3-hydroxysuccinyl)aspartic acid OC(CC(=O)N[C@@H](CC(=O)O)C(=O)O)C(=O)O